5H-imidazo[1,5-a]pyrazine C1=NCN2C1=CN=CC2